Butylhydroxy-toluol C(CCC)C=1C(=C(C=CC1)C)O